3-(3-Isopropoxyphenyl)-3-(pyridin-2-yl)acrylonitrile C(C)(C)OC=1C=C(C=CC1)C(=CC#N)C1=NC=CC=C1